C(CCCCCCCCCCCCCCCCCCCCCCC)NC(=O)N n-tetracosyl-urea